2-(5-(((5-ethyl-7-(2,2,6,6-tetrafluoromorpholino)-5H-pyrrolo[3,2-d]pyrimidin-2-yl)thio)methyl)-2-fluorophenyl)acetic acid C(C)N1C=C(C=2N=C(N=CC21)SCC=2C=CC(=C(C2)CC(=O)O)F)N2CC(OC(C2)(F)F)(F)F